tert-butyl (1r,4r)-4-hydroxycyclohexylcarbamate CC(C)(C)OC(=O)NC1CCC(CC1)O